2-(naphthalen-2-yl)-9-(3-(9-phenyl-9-(pyridin-3-yl)-9H-fluoren-3-yl)phenyl)-1,10-phenanthroline C1=C(C=CC2=CC=CC=C12)C1=NC2=C3N=C(C=CC3=CC=C2C=C1)C1=CC(=CC=C1)C=1C=CC=2C(C3=CC=CC=C3C2C1)(C=1C=NC=CC1)C1=CC=CC=C1